NC1=C(C=C(C=C1)N1CCC(CC1)[C@@H]1[C@H](C1)C#CC1=C2CN(C(C2=CC=C1)=O)C1C(NC(CC1)=O)=O)OC 3-(4-{2-[(1S,2R)-2-[1-(4-amino-3-methoxyphenyl)piperidin-4-yl]cyclopropyl]ethynyl}-1-oxo-3H-isoindol-2-yl)piperidine-2,6-dione